r-(3-(2-vinylpyridinium-1-yl)butane-1-sulfonate) C(=C)C1=[N+](C=CC=C1)[C@@H](CCS(=O)(=O)[O-])C